ClC1=C(C(=CC=C1)Cl)N1CN(C2=NC(=NC=C2C1)SC)C 3-(2,6-dichlorophenyl)-1-methyl-7-(methylthio)-2,3-dihydropyrimido[4,5-d]pyrimidine